triethyl(butyl)-phosphonium C(C)[P+](CCCC)(CC)CC